NC1=CC=C(C=C1)C(CC#C)O 1-(4-aminophenyl)but-3-yn-1-ol